methyl (16-(2-chloro-6-(isopropylsulfonyl)-8-methyl-7H-purin-7-yl)hexadecanoyl)-L-valinate ClC1=NC(=C2N(C(=NC2=N1)C)CCCCCCCCCCCCCCCC(=O)N[C@@H](C(C)C)C(=O)OC)S(=O)(=O)C(C)C